lithium (((3-((2-(5-fluoroisoindolin-2-yl)-2-oxoethyl)amino)adamantan-1-yl)oxy)carbonyl)-L-tryptophanate FC=1C=C2CN(CC2=CC1)C(CNC12CC3(CC(CC(C1)C3)C2)OC(=O)N[C@@H](CC2=CNC3=CC=CC=C23)C(=O)[O-])=O.[Li+]